(R)-N'-(((R)-3-(cyanomethyl)-1,2,3,5,6,7-hexahydro-s-indacen-4-yl)carbamoyl)-6,7-dihydro-5H-pyrazolo[5,1-b][1,3]oxazine-3-sulfonimidamide C(#N)C[C@H]1CCC2=CC=3CCCC3C(=C12)NC(=O)N=[S@](=O)(N)C=1C=NN2C1OCCC2